(S)-6-(4-(3-(5-fluoro-4-methylpyridin-3-yl)isoxazolidin-2-carbonyl)piperidin-1-yl)pyrimidine-4-carbonitrile FC=1C(=C(C=NC1)[C@H]1N(OCC1)C(=O)C1CCN(CC1)C1=CC(=NC=N1)C#N)C